C1C(CC2=CC=CC=C12)NC(=O)C1=CC=CC=2N1N=C(C2C(=O)O)C2=CC=CC=C2 7-(indan-2-ylcarbamoyl)-2-phenyl-pyrazolo[1,5-a]pyridine-3-carboxylic acid